CC=1C2=C(SC1C#CC1=CC=C(C=C1)CCCCC)C=C(S2)C2=CC(=C(C(=C2)F)F)F 3-methyl-2-[(4-pentylphenyl)ethynyl]-5-(3,4,5-trifluorophenyl)thieno[3,2-b]thiophene